4-Cyclopropyl-N-[(S)-(4,4-difluorocyclohexyl)-[7-[[(3S*)-4,4-dimethyl-2-oxo-pyrrolidin-3-yl]methyl]imidazo[1,2-b]pyridazin-2-yl]methyl]-1,2,5-oxadiazole-3-carboxamide C1(CC1)C=1C(=NON1)C(=O)N[C@H](C=1N=C2N(N=CC(=C2)C[C@@H]2C(NCC2(C)C)=O)C1)C1CCC(CC1)(F)F |o1:21|